C(C)OC=1C=C(C=CC1C=1NC(C2=C(N1)N(N=N2)CC2=CC=C(C=C2)OC)=O)C2=CC(=CC=C2)CO 5-(3-ethoxy-3'-(hydroxymethyl)-[1,1'-biphenyl]-4-yl)-3-(4-methoxybenzyl)-3,6-dihydro-7H-[1,2,3]triazolo[4,5-d]pyrimidin-7-one